(1S,2R,4R,5S)-N-(2,4-difluorobenzyl)-4-fluoro-8-hydroxy-2,5-dimethyl-7,9-dioxo-2,3,4,5,7,9-hexahydro-1,6-methanopyrido[1,2-b][1,2,5]triazonine-10-carboxamide FC1=C(CNC(=O)C=2C(C(=C3N(N4[C@@H](C[C@H]([C@@H](N(C3=O)C4)C)F)C)C2)O)=O)C=CC(=C1)F